BrC1=CC=NC=2C(CCCC12)O 4-bromo-5,6,7,8-tetrahydroquinolin-8-ol